5-((cyclobutylmethyl)(methyl)amino)pyrazine-2-carboxylic acid C1(CCC1)CN(C=1N=CC(=NC1)C(=O)O)C